C(C)(C)(C)NCCNC(C)(C)C N,N'-di-tert-butyl-ethylenediamine